1-(4-Hydroxy-6-methyl-2-oxopyridin-1(2H)-yl)-3-azabicyclo[3.1.1]heptane-2,4-dione OC1=CC(N(C(=C1)C)C12C(NC(C(C1)C2)=O)=O)=O